C(C)(=O)N1[C@H]2C[C@@H]([C@@H](C1)C2)NC(=O)NC2=NC=C(C(=C2)C2=C1N(N=C2)CC(C1)(C)C)Cl 1-((1r,4r,5s)-2-acetyl-2-azabicyclo[2.2.1]heptan-5-yl)-3-(5-chloro-4-(5,5-dimethyl-5,6-dihydro-4H-pyrrolo[1,2-b]pyrazol-3-yl)pyridin-2-yl)urea